COC1=NN(C=C1N)C1COC1 methoxy-1-(oxetan-3-yl)-1H-pyrazol-4-amine